CC1(OC=2C(=NC(=CC2)C=2C(=CC(=NC2)NC(C)=O)NC2=NC(=CC3=C2OCO3)S(=O)(=O)C)OC1)C N-(5-(2,2-dimethyl-2,3-dihydro-[1,4]dioxino[2,3-b]pyridin-6-yl)-4-((6-(methylsulfonyl)-[1,3]dioxolo[4,5-c]pyridin-4-yl)amino)pyridin-2-yl)acetamide